(3R,4R)-1-cyclohexyl-4-{[5-(2,4-difluoro-phenyl)-isoxazole-3-carbonyl]-amino}-piperidine-3-carboxylic acid (tetrahydro-furan-2-ylmethyl)-amide O1C(CCC1)CNC(=O)[C@@H]1CN(CC[C@H]1NC(=O)C1=NOC(=C1)C1=C(C=C(C=C1)F)F)C1CCCCC1